2-methoxyethyl (1S,2R,5R)-3-((6-((1-ethylpiperidin-4-yl)oxy)pyridin-3-yl)sulfonyl)-2-(hydroxycarbamoyl)-3,8-diazabicyclo[3.2.1]octane-8-carboxylate C(C)N1CCC(CC1)OC1=CC=C(C=N1)S(=O)(=O)N1[C@H]([C@@H]2CC[C@H](C1)N2C(=O)OCCOC)C(NO)=O